2-methoxy-N,N-diethylacetamide COCC(=O)N(CC)CC